COC1=CC=C(C=N1)NC(=O)C1=CN2C=3C=CC=CC3SC2=N1 N-(6-methoxypyridin-3-yl)-7-thia-2,5-diazatricyclo[6.4.0.02,6]dodeca-1(8),3,5,9,11-pentaene-4-carboxamide